(S)-4-fluoro-N-(1-oxo-1-(4-(N-tert-pentylsulfamoyl)phenylamino)-3-phenylpropan-2-yl)benzamide FC1=CC=C(C(=O)N[C@H](C(NC2=CC=C(C=C2)S(NC(C)(C)CC)(=O)=O)=O)CC2=CC=CC=C2)C=C1